2-((5-(2-((3R,5S)-6-(ethyl-(methyl)amino)-5-hydroxy-2-methylhexan-3-yl)-2,6-diazaspiro[3.4]oct-6-yl)-1,2,4-triazin-6-yl)oxy)-5-fluoro-N,N-diisopropylbenzamide C(C)N(C[C@H](C[C@H](C(C)C)N1CC2(C1)CN(CC2)C=2N=CN=NC2OC2=C(C(=O)N(C(C)C)C(C)C)C=C(C=C2)F)O)C